((S)-4-Acryloyl-2-methylpiperazin-1-yl)-7-(2-amino-3,6-difluorophenyl)-6-chloro-1-(2-isopropyl-4-(methylthio)pyridin-3-yl)pyrido[2,3-d]pyrimidin-2(1H)-one C(C=C)(=O)N1C[C@@H](N(CC1)C=1C2=C(N(C(N1)=O)C=1C(=NC=CC1SC)C(C)C)N=C(C(=C2)Cl)C2=C(C(=CC=C2F)F)N)C